ClC1=CC=C(C=C1)C=1NC2=C(C=C(C=C2C1)NC(C=C)=O)C=1N=CN(C1)C N-(2-(4-chlorophenyl)-7-(1-methyl-1H-imidazol-4-yl)-1H-indol-5-yl)acrylamide